(2R,5S)-4-(6-bromo-7-(2-fluoro-5-methylphenyl)-1-(2-isopropyl-4-methylpyridin-3-yl)-2-oxo-1,2-dihydroquinazolin-4-yl)-2,5-dimethylpiperazine-1-carboxylic acid tert-butyl ester C(C)(C)(C)OC(=O)N1[C@@H](CN([C@H](C1)C)C1=NC(N(C2=CC(=C(C=C12)Br)C1=C(C=CC(=C1)C)F)C=1C(=NC=CC1C)C(C)C)=O)C